CCSC1=CC2=C(C=C1)SC3=CC=CC=C3N2CCCN4CCN(CC4)C The molecule is a member of the class of phenothiazines that is perazine substituted by a ethylsulfanyl group at position 2. It has a role as a phenothiazine antipsychotic drug, a histamine antagonist, a muscarinic antagonist, a serotonergic antagonist, a dopaminergic antagonist and an antiemetic. It is a member of phenothiazines and a N-methylpiperazine. It derives from a perazine.